1-butyl-3-(3-chloro-4-fluorophenyl)-1-(1-(1-methoxyisoquinolin-4-yl)ethyl)urea C(CCC)N(C(=O)NC1=CC(=C(C=C1)F)Cl)C(C)C1=CN=C(C2=CC=CC=C12)OC